NCCCCN1[C@H](CCC1)C=1C=NC=CC1 |o1:6| (R) or (S)-1-(4-aminobutyl)-2-(3-pyridyl)pyrrolidine